C(C)(=O)O.C(C)(=O)C1NCC1 2-acetyl-azetidine acetate